anti-2-(5-(4-ethynylphenyl)-1-(4-(3-(trifluoromethyl)-3H-diazirin-3-yl)benzyl)piperidin-3-yl)acetate C(#C)C1=CC=C(C=C1)C1CC(CN(C1)CC1=CC=C(C=C1)C1(N=N1)C(F)(F)F)CC(=O)[O-]